C1(=CC=CC=C1)N1C(=NC2=C1C=CC=C2)C2=CC(=CC(=C2)C2=NC1=C(N2C2=CC=CC=C2)C=CC=C1)C1=NC2=C(N1C1=CC=CC=C1)C=CC=C2 1,3,5-tri(N-phenylbenzimidazol-2-yl)benzene